2-Fluoro-5-(4-methoxy-3-nitro-phenoxy)benzonitrile FC1=C(C#N)C=C(C=C1)OC1=CC(=C(C=C1)OC)[N+](=O)[O-]